COC=1C=C(C=CC1OC)C1=CC=CC(=N1)C=O 6-(3,4-dimethoxyphenyl)pyridineformaldehyde